Acryloyl-dopamine tert-Butyl-3-[2-chloro-6-(2,6-dimethylphenyl)pyrimidin-4-yl]oxypiperidine-1-carboxylate C(C)(C)(C)OC(=O)N1CC(CCC1)OC1=NC(=NC(=C1)C1=C(C=CC=C1C)C)Cl.C(C=C)(=O)NCCC1=CC(O)=C(O)C=C1